Cl.N[C@H](C(=O)O)CC1=CC(=C(C=C1)F)F (S)-2-amino-3-(3,4-difluorophenyl)propanoic acid hydrochloride